(S)-2-(chloromethyl)-4-isobutyl-4,5-dihydrooxazole ClCC=1OC[C@@H](N1)CC(C)C